2-[(methylamino)methyl]Piperazine-1-carboxylic acid tert-butyl ester C(C)(C)(C)OC(=O)N1C(CNCC1)CNC